C(#N)CN(CCN1C(N(CC1)CCNCCN(CC#N)CC#N)=O)CCNCC#N 2,2'-((2-((2-(3-(2-((cyanomethyl)(2-((cyanomethyl)amino)ethyl)amino)ethyl)-2-oxoimidazolidin-1-yl)ethyl)amino)ethyl)azanediyl)diacetonitrile